3-(6-methylbenzo[d][1,3]dioxol-5-yl)propanoate CC=1C(=CC2=C(OCO2)C1)CCC(=O)[O-]